ClC1=C(C(=O)NC2=NC=C(C=C2C)C#CC2=CC=CC=C2)C=C(C=C1)C=1OC=NN1 2-chloro-N-[3-methyl-5-(2-phenylethynyl)-2-pyridyl]-5-(1,3,4-oxadiazol-2-yl)benzamide